3-methyl-4-({5-methyl-[1,2,4]triazolo[1,5-a]pyridin-7-yl}oxy)aniline CC=1C=C(N)C=CC1OC1=CC=2N(C(=C1)C)N=CN2